methyl 2-(3-fluorophenyl)-2H-indazole-5-carboxylate FC=1C=C(C=CC1)N1N=C2C=CC(=CC2=C1)C(=O)OC